(5-(Hydroxymethyl)thiazol-2-yl-4-d)carbamic acid tert-butyl ester C(C)(C)(C)OC(NC=1SC(=C(N1)[2H])CO)=O